C(C)(=O)NC1=CC=C(CNC2=C(C(=C(C=C2)NC(CCCCCCCCC)=O)N)F)C=C1 N-(4-((4-Acetamidobenzyl)amino)-2-amino-3-fluorophenyl)decanamid